1,3,5-Triazin-2(1H)-one N1C(N=CN=C1)=O